N-[[1-(trifluoromethyl)cyclopropyl]methyl]-1H-benzimidazole-5-carboxamide FC(C1(CC1)CNC(=O)C1=CC2=C(NC=N2)C=C1)(F)F